[Cl-].OC(C[N+](C)(C)C)COC1=CC=2CC3=CC=CC=C3SC2C(=C1C)C 2-hydroxy-3-(3,4-dimethyl-9H-thioxanthene-2-yloxy)-N,N,N-trimethyl-1-propanaminium chloride